O1COC2=C1C=CC(=C2)C[C@@H](C)NC(OCC)=O ethyl (R)-(1-(benzo[d][1,3]dioxol-5-yl)propan-2-yl)carbamate